C(C)(=O)O[C@@H]1[C@H](O[C@@H]([C@H]([C@@H]1OC(C)=O)OC(C)=O)COC(C)=O)N=[N+]=[N-] 2,3,4,6-Tetra-O-acetyl-α-D-mannopyranosyl azide